3-carboxypyridin C(=O)(O)C=1C=NC=CC1